C(C)OC(=O)C1=NC(=NC(=C1)C)N1C(=NC(=C1[2H])[2H])[2H].N1(C(=NC(=C1[2H])[2H])[2H])C1=NC(=CC(=N1)C(=O)OCC)C Ethyl 2-(1H-imidazol-1-yl-d3)-6-methylpyrimidine-4-carboxylate Ethyl-2-(1H-imidazol-1-yl-d3)-6-methylpyrimidine-4-carboxylate